α-methylene-β-methyl-γ-butyrolactone C=C1C(=O)OCC1C